CC1(CCC(O1)COC=1C=C2C=CN=C(C2=CC1)NC=1C=NC(=NC1)C)C 6-((5,5-dimethyltetrahydrofuran-2-yl)methoxy)-N-(2-methylpyrimidin-5-yl)isoquinolin-1-amine